(aminomethyl)-4-chlorophenylethenesulfonic acid NCC=C(S(=O)(=O)O)C1=CC=C(C=C1)Cl